lactose hydrate (lactate) C(C(O)C)(=O)O.O.OC1[C@H](O)[C@@H](O)[C@H](O[C@H]2[C@H](O)[C@@H](O)[C@@H](O)[C@H](O2)CO)[C@H](O1)CO